ClC1=CC=C(C=C1)C(N1CCN(CC1)CC1=C(C#N)C=CC(=C1)N1CCN(CCC1)C)C1=CC=CC=C1 2-((4-((4-chloro-phenyl)(phenyl)methyl)piperazin-1-yl)methyl)-4-(4-methyl-1,4-diazepan-1-yl)benzonitrile